2-(2,3-dimethylphenyl)phenol CC1=C(C=CC=C1C)C1=C(C=CC=C1)O